OC=1C(=NC2=CC=C(C=C2C1)C1=C(NC=2N(C1=O)N=C(C2C2=CC=CC=C2)C2=CC=CC=C2)C)C 6-(3-hydroxy-2-methylquinolin-6-yl)-5-methyl-2,3-diphenylpyrazolo[1,5-a]pyrimidin-7(4H)-one